N1(N=CC=C1)C1=C(C=CC=C1)NC1=NC(=NC=C1C(=O)OCC)NC1=C(C=C(C(=C1)NC(C=C)=O)N(C)CCN(C)C)OC Ethyl 4-((2-(1H-pyrazol-1-yl)phenyl)amino)-2-((5-acrylamido-4-((2-(dimethylamino) ethyl) (methyl) amino)-2-methoxyphenyl)amino)pyrimidin-5-carboxylate